NC1=NC=CC(=C1C1CC1)OC1=C(C=C(C=C1F)NC(=O)C=1C=NN(C1C(F)(F)F)C1=NC=CC=C1F)F N-(4-((2-amino-3-cyclopropylpyridin-4-yl)oxy)-3,5-difluorophenyl)-1-(3-fluoropyridine-2-yl)-5-(trifluoromethyl)-1H-pyrazole-4-carboxamide